1-(2-((pyrazolo[1,5-a]pyridin-5-ylmethyl)amino)-1H-benzo[d]imidazol-1-yl)butan-1-one N1=CC=C2N1C=CC(=C2)CNC2=NC1=C(N2C(CCC)=O)C=CC=C1